(+/-)-4-(9-(2-fluorophenyl)-1,4-dioxa-8-azaspiro[4.6]undecan-8-yl)-6-methylpyrimidin-2-amine FC1=C(C=CC=C1)[C@@H]1N(CCC2(OCCO2)CC1)C1=NC(=NC(=C1)C)N |r|